FC(C1=NN=C(O1)C=1C=C(C=C(C1)F)C1=NC=CC=C1OCC1N(CCC1)C(=O)OC(C)(C)C)F tert-butyl 2-{[(2-{3-[5-(difluoromethyl)-1,3,4-oxadiazol-2-yl]-5-fluorophenyl}pyridin-3-yl)oxy]methyl}pyrrolidine-1-carboxylate